difluoro(oxalic acid) borate B(O)(O)O.FOC(C(=O)OF)=O